N,N-diethyl-benzenamine C(C)N(C1=CC=CC=C1)CC